FC1=CC=CC(=N1)CC=1C=NN(C1)C(=O)N[C@@H]1C(N(C2=C(OC1)C=CC(=C2)C#CC(CO)(C)C)C)=O (S)-4-((6-Fluoropyridin-2-yl)methyl)-N-(7-(4-hydroxy-3,3-dimethylbut-1-yn-1-yl)-5-methyl-4-oxo-2,3,4,5-tetrahydrobenzo[b][1,4]oxazepin-3-yl)-1H-pyrazole-1-carboxamide